ClC=1C(=NC(=NC1)NC1=CC(=C(C=C1OC(C)C)C1CCN(CC1)CC1=CC=C(C=C1)C1C(NC(CC1)=O)=O)C)NC1=C(C=CC=C1)S(=O)(=O)C(C)C 3-(4-((4-(4-((5-chloro-4-((2-(isopropylsulfonyl)phenyl)amino)pyrimidin-2-yl)amino)-5-isopropoxy-2-methylphenyl)piperidin-1-yl)methyl)phenyl)piperidine-2,6-dione